C1(=CC=CC=C1)N(C1=CC=C(C=C1)C=CC1=CC=C(C=C1)C1=CC=C(C=C1)C=CC1=CC=C(C=C1)N(C1=CC=CC=C1)C1=CC=CC=C1)C1=CC=CC=C1 bis(2-(4-diphenylaminophenyl)vinyl)biphenyl